diaminooxybicycloheptane NOC1(CCCCCC1)C1(CCCCCC1)ON